4-chloro-5-((3S,4S)-3-((4-(3,5-dimethylisoxazol-4-yl)-6-fluoropyridin-2-yl)oxy)-4-fluoropyrrolidin-1-yl)pyridazin-3(2H)-one ClC=1C(NN=CC1N1C[C@@H]([C@H](C1)F)OC1=NC(=CC(=C1)C=1C(=NOC1C)C)F)=O